COC=1C(=C2C=CN(C2=C(C1)C)C(=O)OC(C)(C)C)CN1[C@@H](CN(CC1)S(=O)(=O)C1=C(C=CC=C1)[N+](=O)[O-])C1=CC=C(C=C1)C(=O)OC tert-Butyl (R)-5-methoxy-4-((2-(4-(methoxycarbonyl)phenyl)-4-((2-nitrophenyl)sulfonyl)piperazin-1-yl)methyl)-7-methyl-1H-indole-1-carboxylate